O[C@](CC(=O)NC1(CC1)C1=CC(=CC=C1)OCC(F)(F)F)(C)C1=CC=C(C=C1)C (S)-3-hydroxy-3-(p-tolyl)-N-(1-(3-(2,2,2-trifluoroethoxy)phenyl)cyclopropyl)butanamide